OC(C(C)=O)C1=C(C=CC=C1)C α-Hydroxy-2-methylphenylpropanone